[1,8]Naphthyridine-6-carboxamide N1=CC=CC2=CC(=CN=C12)C(=O)N